C1(CC1)N1N=NC2=C1C=CC(=C2C)CO (1-cyclopropyl-4-methyl-1H-benzo[d][1,2,3]triazol-5-yl)methanol